N-(4-(4-amino-7-(4(R)-((3,3-difluorocyclobutyl)amino)cyclohex-1-en-1-yl)-1-isopropyl-1H-pyrazolo[4,3-c]pyridin-3-yl)-2-fluorophenyl)-2-chlorobenzenesulfonamide NC1=NC=C(C2=C1C(=NN2C(C)C)C2=CC(=C(C=C2)NS(=O)(=O)C2=C(C=CC=C2)Cl)F)C2=CC[C@@H](CC2)NC2CC(C2)(F)F